(2S)-2-(tert-butoxycarbonylamino)butanoic acid C(C)(C)(C)OC(=O)N[C@H](C(=O)O)CC